O(CCBr)CCBr 1,1'-oxybis(2-bromoethane)